N2-cyclopropyl-N4-ethyl-6-[3-[(phenylmethyl)thio]-1H-1,2,4-triazol-1-yl]-1,3,5-triazine-2,4-diamine C1(CC1)NC1=NC(=NC(=N1)NCC)N1N=C(N=C1)SCC1=CC=CC=C1